FC1=C(C(=C(C=C1C1=NN(C2=NC(=CN=C21)N2CCN(CC2)S(=O)(=O)C)C)C(F)(F)F)F)O 2,6-Difluoro-3-(1-methyl-6-(4-(methylsulfonyl)piperazin-1-yl)-1H-pyrazolo[3,4-b]pyrazin-3-yl)-5-(trifluoromethyl)phenol